FC1=CC(=C(C=2CCC12)NC(=O)N=[S@@](=O)(N)C=1C=NN2C1OCCC2)C2=CC(=NC=C2)OC (S)-N'-((5-fluoro-3-(2-methoxypyridin-4-yl)bicyclo[4.2.0]octa-1(6),2,4-trien-2-yl)carbamoyl)-6,7-dihydro-5H-pyrazolo[5,1-b][1,3]oxazine-3-sulfonimidamide